(7R,8R,9S,13S,14S,17R)-17-ethynyl-17-hydroxy-7,13-dimethyl-1,2,6,7,8,9,10,11,12,13,14,15,16,17-tetradecahydro-3H-cyclopenta[a]phenanthren-3-one C(#C)[C@@]1(CC[C@H]2[C@@H]3[C@@H](CC4=CC(CCC4[C@H]3CC[C@]12C)=O)C)O